2-(5,6-dimethylpyrimidin-4-yl)-2,5-diazabicyclo[2.2.1]heptane hydrochloride Cl.CC=1C(=NC=NC1C)N1C2CNC(C1)C2